CC(C(=C(C(=O)[O-])C)C)(CCCC)C tetramethyloct-2-enoate